6-[(3-methoxyazetidin-1-yl)methyl]pyridazin-3-amine COC1CN(C1)CC1=CC=C(N=N1)N